(R)-1-(1-(2-((2-chloro-4-fluorophenyl)amino)-5-methylpyrimidin-4-yl)-1H-pyrazol-4-yl)-3-(1-(3-chlorophenyl)-2-hydroxyethyl)urea ClC1=C(C=CC(=C1)F)NC1=NC=C(C(=N1)N1N=CC(=C1)NC(=O)N[C@@H](CO)C1=CC(=CC=C1)Cl)C